C(C)(C)(C)OC(=O)N(C(OC(C)(C)C)=O)C1=C(C(=C(C=C1)[N+](=O)[O-])C)C tert-Butyl N-tert-butoxycarbonyl-N-(2,3-dimethyl-4-nitro-phenyl)carbamate